ClC=1C=2N(C=CC1)N=C(C2)[C@@H]2N(CCC1=C2N=CN1)C(=O)C1=CC=NN1C(F)F (R)-(4-(4-chloropyrazolo[1,5-a]pyridin-2-yl)-6,7-dihydro-1H-imidazo[4,5-c]pyridin-5(4H)-yl)(1-(difluoromethyl)-1H-pyrazol-5-yl)methanone